(E)-8-dodecen CCCCCCC\C=C\CCC